NC=1C=C(C=C(C1)C(F)(F)F)[C@@H](C)NC1=NC(=NC2=C3C(=C(C=C12)NC=1OCCN1)CCC3)C (R)-N4-(1-(3-amino-5-(trifluoromethyl)phenyl)ethyl)-N6-(4,5-dihydro-oxazol-2-yl)-2-methyl-8,9-dihydro-7H-cyclopenta[H]quinazoline-4,6-diamine